CCC(C(=O)OCC)N aminobutyric acid ethyl ester